OCC1OC(C2C1OC(O2)(C)C)C#N 6-(hydroxymethyl)-2,2-dimethyltetrahydrofuro[3,4-d][1,3]dioxole-4-carbonitrile